7-(((4-fluorotetrahydro-2H-pyran-4-yl)methyl)amino)-6-nitrobenzo[d]thiazole-4-sulfonamide FC1(CCOCC1)CNC=1C(=CC(=C2N=CSC21)S(=O)(=O)N)[N+](=O)[O-]